C(#N)C(C)(C)C=1C=C(C(=O)NC2=CC(=C(C=C2)C)NC2=NC=CC=C2C2=C3N=CN(C3=NC=N2)C2OCCCC2)C=CN1 2-(2-cyanopropan-2-yl)-N-(4-methyl-3-(3-(9-(tetrahydro-2H-pyran-2-yl)-9H-purin-6-yl)pyridin-2-ylamino)phenyl)isonicotinamide